C1(CC1)O[C@H](C=1C=C(C=CC1)N1C(C2=CC(=CC(=C2C1)C(F)(F)F)CNC1(CCC1)C)=O)C1=NN=CN1C (R)-2-(3-(cyclopropoxy(4-methyl-4H-1,2,4-triazol-3-yl)methyl)phenyl)-6-(((1-methylcyclobutyl)amino)methyl)-4-(trifluoromethyl)isoindolin-1-one